2-(2-{2-[(5-{1,8,10-Triazatricyclo[7.4.0.02,7]trideca-2,4,6,8,10,12-hexaene-11-amido}pyridin-2-yl)amino]ethoxy}ethoxy)ethan-1-aminium chloride [Cl-].N12C3=CC=CC=C3N=C2N=C(C=C1)C(=O)NC=1C=CC(=NC1)NCCOCCOCC[NH3+]